FC1=C(C=CC=C1F)C1=CC2=C(O[C@H](CN2S(=O)(=O)C2=CC(=CC=C2)C(F)(F)F)CCC(=O)N2CCS(CC2)(=O)=O)C=C1 (S)-3-(6-(2,3-difluorophenyl)-4-((3-(trifluoromethyl)-phenyl)sulfonyl)-3,4-dihydro-2H-benzo[b][1,4]oxazin-2-yl)-1-(1,1-dioxidothiomorpholino)propan-1-one